COC(=O)C1CCC(CC1)CN1CCN(CC1)C(=O)OC(C)(C)C tert-butyl 4-[(4-methoxycarbonylcyclohexyl)methyl]piperazine-1-carboxylate